FC1=CC=C2C=3C=CC(=CC3N(C2=C1)C)CC(=O)NCC1=CC(=CC=C1)F 2-(7-fluoro-9-methyl-9H-carbazol-2-yl)-N-(3-fluorobenzyl)acetamide